FC1(CC(C1)C1=NC2=CC=CC=C2C(=C1)[C@@H](C)NC(C1=C(C=CC=C1)C)=O)F N-{(1R)-1-[2-(3,3-difluorocyclobutyl)quinolin-4-yl]ethyl}-2-methylbenzamide